FC1(CN(CC1)C1=NC=CC(=C1C1=NC2=C(N1)CC(C2)O)C2=CC=CC=C2)F 2-(2-(3,3-difluoropyrrolidin-1-yl)-4-phenylpyridin-3-yl)-1,4,5,6-tetrahydrocyclopenta[d]imidazol-5-ol